ON1C(C=C(C=C1COC1=CC=C(C=C1)C#N)C)=O 1-hydroxy-4-methyl-6-(4-cyanophenoxymethyl)-2-pyridone